C(C(O)C)(=O)NCCC1=CC=C(C=C1)O N-lactoyltyramine